N4-(5-cyclopropyl-1H-pyrazol-3-yl)-N2-[[3-isopropyl-5-isoxazolyl]methyl]-6-(4-methyl-1-piperazinyl)-2,4-pyrimidinediamine C1(CC1)C1=CC(=NN1)NC1=NC(=NC(=C1)N1CCN(CC1)C)NCC1=CC(=NO1)C(C)C